C(C)(C)C=1C=CC(=C(C1)NC1CCC2(OCCO2)CC1)[N+](=O)[O-] N-(5-isopropyl-2-nitrophenyl)-1,4-dioxaspiro[4.5]decan-8-amine